(2s,3r)-3-hydroxypiperidinoic acid O[C@H]1CN(CCC1)C(=O)O